N(=[N+]=[N-])C1=C(C(=NC=C1)C(=O)N[C@H](C(=O)OC(C(C1=CC=C(C=C1)F)C1=CC=C(C=C1)F)C)C)O [2,2-bis(4-fluorophenyl)-1-methyl-ethyl] (2S)-2-[(4-azido-3-hydroxy-pyridine-2-carbonyl)amino]propanoate